OC=1C(=C(C(=CC1)NC(=O)C=1N=C(SC1)C1=CN=NC=C1)N1C[C@@H](CCC1)CNC(OC(C)(C)C)=O)C(F)(F)F tert-butyl ({(3S)-1-[3-hydroxy-6-{[2-(pyridazin-4-yl)-1,3-thiazole-4-carbonyl]amino}-2-(trifluoromethyl) phenyl]piperidin-3-yl}methyl)carbamate